C(C=C)NC(C1=C(C(=C(C=C1CCCCC)O)CC=C(CCC=C(C)C)C)O)=O N-allyl-3-(3,7-dimethylocta-2,6-dien-1-yl)-2,4-dihydroxy-6-pentylbenzamide